3-(Diethylamino)propyl (±)-syn-9,10-dilinoleoxystearate C(CCCCCCC\C=C/C\C=C/CCCCC)OC(CCCCCCCC(=O)OCCCN(CC)CC)C(CCCCCCCC)OCCCCCCCC\C=C/C\C=C/CCCCC